4-fluoro-pyridine FC1=CC=NC=C1